FC1=CC(=C(C=C1)NC1=NC=C2N(C(N(C2=N1)C1CCOCC1)=O)C)C 2-((4-fluoro-2-methylphenyl)amino)-7-methyl-9-(tetrahydro-2H-pyran-4-yl)-7,9-dihydro-8H-purin-8-one